NC1=C(C=C(C=N1)NC(C(=O)N1[C@H](C[C@H](CC1)C)C1=CC=CC=C1)=O)C N-(6-amino-5-methyl-3-pyridyl)-2-[(2R,4S)-4-methyl-2-phenyl-1-piperidyl]-2-oxo-acetamide